ClC1=NC=C(C(=C1)NC(C1=C(C=CC=C1OC)F)=O)C#N N-(2-chloro-5-cyanopyridin-4-yl)-2-fluoro-6-methoxybenzamide